NC1COC(OC1)[C@H](CN(C1=CC(=C(C#N)C=C1)F)CC1=CC(=C(C=C1)OC)F)O 4-(((S)-2-((2r,5S)-5-amino-1,3-dioxan-2-yl)-2-hydroxyethyl)(3-fluoro-4-methoxybenzyl)amino)-2-fluorobenzonitrile